The molecule is an N-glycosylpyrrolopyrimidine that is tubercidin in which the hydroxy group at position 2 of the ribose moiety has been replaced by a hydrogen. It is a deoxyribonucleoside and a N-glycosylpyrrolopyrimidine. C1[C@@H]([C@H](O[C@H]1N2C=CC3=C(N=CN=C32)N)CO)O